N5-[(2,4-dimethoxyphenyl)methyl]-N3-(3-methoxypropyl)-1,2,4-thiadiazole-3,5-diamine COC1=C(C=CC(=C1)OC)CNC1=NC(=NS1)NCCCOC